(S)-1-(5-chloro-4-((2-cyclopropyl-3,3-difluoro-7-methyl-6-oxo-1,2,3,4,6,7-hexahydro-[1,4]oxazepino[2,3-c]quinolin-10-yl)amino)pyrimidin-2-yl)azetidine-3-carboxnitrile ClC=1C(=NC(=NC1)N1CC(C1)C#N)NC1=CC=2C3=C(C(N(C2C=C1)C)=O)OCC([C@@H](N3)C3CC3)(F)F